Cl[Si](Cl)(Cl)C1=C(C=CC=C1)C1=C(C=CC=C1)C1=C(C=CC=C1)[Si](Cl)(Cl)Cl bis(trichlorosilylphenyl)benzene